tert-butyl 2'-(3-fluoropyridin-4-yl)-4'-oxo-5',6'-dihydro-1'H-spiro[azetidine-3,7'-pyrrolo[3,2-c]pyridine]-1-carboxylate FC=1C=NC=CC1C1=CC=2C(NCC3(C2N1)CN(C3)C(=O)OC(C)(C)C)=O